dimethyl-bis(t-butylperoxy)hexyne palladium [Pd].CC(C(C#COOC(C)(C)C)(OOC(C)(C)C)C)CC